1-[(3-{3-[1-(4-amino-3-methyl-1H-pyrazolo[3,4-d]pyrimidin-1-yl)ethyl]-5-chloro-2-methoxy-6-methylphenyl}azetidin-1-yl)carbonyl]cyclopropanol NC1=C2C(=NC=N1)N(N=C2C)C(C)C=2C(=C(C(=C(C2)Cl)C)C2CN(C2)C(=O)C2(CC2)O)OC